(P)-1-(5-chloro-2-methoxy-4-((trifluoromethyl)thio)phenyl)-N-(isoxazol-3-yl)-N-(4-methoxybenzyl)-2-oxo-1,2-dihydroquinoline-6-sulfonamide ClC=1C(=CC(=C(C1)N1C(C=CC2=CC(=CC=C12)S(=O)(=O)N(CC1=CC=C(C=C1)OC)C1=NOC=C1)=O)OC)SC(F)(F)F